2-Phenethyl acetate CC(=O)OCCC1=CC=CC=C1